O=C1N(CCC(N1)=O)C=1C=CC(=NC1)OCCN1[C@H](CN(C[C@H]1C)C(=O)OCC1=CC=CC=C1)C (3s,5r)-benzyl 4-(2-((5-(2,4-dioxotetrahydropyrimidin-1(2H)-yl) pyridin-2-yl) oxy) ethyl)-3,5-dimethylpiperazine-1-carboxylate